FC=1C=CC=C(C1C(=O)O)N.C1(CCC(N1OC(=O)C1=CC=C(C(SSC2=NC=CC=C2)C)C=C1)=O)=O 4-succinimidyloxycarbonyl-α-methyl-α-(2-pyridyldithio)toluene 6-fluoro-anthranilate